Cl.NC12C[C@@H](C(CC1)(CC2)NC(OC(C)(C)C)=O)O (S)-tert-butyl (4-amino-2-hydroxybicyclo[2.2.2]octan-1-yl)carbamate hydrochloride